NC=1C=NC2=CC=C(C=C2C1C(C)(C)O)Cl 2-(3-amino-6-chloroquinolin-4-yl)propan-2-ol